(R)-2-(2-((tert-butyldimethylsilyl)oxy)-5-((4-((1-(3-(1,1-difluoroethyl)-2-fluorophenyl)ethyl)amino)-2-methylquinazolin-6-yl)(methyl)amino)phenyl)-N,N-dimethylacetamide [Si](C)(C)(C(C)(C)C)OC1=C(C=C(C=C1)N(C)C=1C=C2C(=NC(=NC2=CC1)C)N[C@H](C)C1=C(C(=CC=C1)C(C)(F)F)F)CC(=O)N(C)C